2-(3-(phenyloxy)-2-bromo-4-methoxyphenyl)-N-(4-hydroxy-3-methoxyphenyl)acetamide C1(=CC=CC=C1)OC=1C(=C(C=CC1OC)CC(=O)NC1=CC(=C(C=C1)O)OC)Br